N1CCC(CC1)CNC=1C2=C(N=CC1)NC=C2C=2C=NC=NC2 N-(4-piperidinylmethyl)-3-pyrimidin-5-yl-1H-pyrrolo[2,3-b]pyridin-4-amine